S1C(=NC=C1)N1C=CC2=CC(=CC=C12)C(=O)OC methyl 1-(thiazol-2-yl)-1H-indole-5-carboxylate